3-[(4-chloro-1,3,5-triazin-2-yl)amino]propan-1-ol ClC1=NC(=NC=N1)NCCCO